FC1=C(N=CC2=C1N=CN=C2N2C1CN(CC2CC1)C(=O)[O-])C1=CC(=CC2=CC=CC(=C12)C#C[Si](C(C)C)(C(C)C)C(C)C)F 8-[8-fluoro-7-(3-fluoro-8-{[tri(prop-2-yl)silyl]ethynyl}naphthalen-1-yl)pyrido[4,3-d]Pyrimidin-4-yl]-3,8-diazabicyclo[3.2.1]octane-3-carboxylate